C(#N)C(C(=O)NC=1N=C2N(N=C(C=C2)C=2C=C(C(=NC2)C)C(=O)N[C@H](C)C2=C(C=CC(=C2)OC(F)(F)F)F)C1)(C)C 5-[2-(2-cyano-2,2-dimethylacetylamino)imidazo[1,2-b]pyridazin-6-yl]-N-[(1R)-1-[2-fluoro-5-(trifluoromethoxy)phenyl]ethyl]-2-methylpyridine-3-carboxamide